[N+](#[C-])C1=CC=C(C(=O)OCC(NC2=CC=CC=C2)=O)C=C1 2-oxo-2-(phenylamino)ethyl 4-isocyanobenzoate